ClC=1C=C2C=CCC2=CC1Cl 5,6-dichloroindene